ethyl (2,4,6-trimethylbenzoyl) phenyl phosphite P(OCC)(OC(C1=C(C=C(C=C1C)C)C)=O)OC1=CC=CC=C1